(1H-imidazol-1-yl)methanethiol N1(C=NC=C1)CS